O=C1NC(CC[C@@H]1C1=C(C=C(C=C1F)N1C[C@@H](CC1)C(=O)N1CCC(CC1)N1CCC(CC1)N1N=C2C=C(C(=CC2=C1)NC(C1=NC(=CC=C1)C(F)(F)F)=O)OC)F)=O N-(2-(1'-((R)-1-(4-((R)-2,6-dioxopiperidin-3-yl)-3,5-difluorophenyl)pyrrolidine-3-carbonyl)-[1,4'-bipiperidin]-4-yl)-6-methoxy-2H-indazol-5-yl)-6-(trifluoromethyl)picolinamide